methyl N-(2-(5'-fluoro-1'-methyl-3-(1-(4-oxopentanoyl)piperidin-4-yl)-1H,1'H-[4,6'-biindazol]-1-yl)acetyl)-N-methylglycylglycinate FC=1C=C2C=NN(C2=CC1C=1C=2C(=NN(C2C=CC1)CC(=O)N(CC(=O)NCC(=O)OC)C)C1CCN(CC1)C(CCC(C)=O)=O)C